N-(3-cyanobicyclo[1.1.1]pentan-1-yl)-5-(2,6-dichloro-4-(6-(difluoromethyl)-3,5-dioxo-4,5-dihydro-1,2,4-triazin-2(3H)-yl)phenoxy)-2-hydroxybenzenesulfonamide C(#N)C12CC(C1)(C2)NS(=O)(=O)C2=C(C=CC(=C2)OC2=C(C=C(C=C2Cl)N2N=C(C(NC2=O)=O)C(F)F)Cl)O